6-fluoro-2,9-dimethyl-7-(6-(3-(piperidin-1-yl)propoxy)pyridin-3-yl)-9,10-dihydro-8-oxa-2,4,10a-triazanaphtho[2,1,8-cde]azulene-1(2H)-one FC=1C=C2N=CC=3N(C(N4CC(OC(=C2C34)C1C=1C=NC(=CC1)OCCCN1CCCCC1)C)=O)C